6-((1R,2R,4S)-2-amino-7-aza-bicyclo[2.2.1]heptan-7-yl)-3-(4-chloro-2-ethyl-2H-indazol-5-yl)-5-methyl-1,5-dihydro-4H-pyrazolo[3,4-d]pyrimidin-4-one N[C@H]1[C@H]2CC[C@@H](C1)N2C=2N(C(C1=C(N2)NN=C1C1=C(C2=CN(N=C2C=C1)CC)Cl)=O)C